N-(5-((2,5-dioxaspiro(3.4)oct-7-yl)methoxy)-1,3,4-thiadiazol-2-yl)-2'-chloro-5'-methoxy-6-methyl-(4,4'-bipyridine)-3-carboxamide C1OCC12OCC(C2)COC2=NN=C(S2)NC(=O)C=2C=NC(=CC2C2=CC(=NC=C2OC)Cl)C